CC1=C(C=C(C(=C1)C=CC)C)C=1SC=CC1 2-(2,5-dimethyl-4-propenylphenyl)thiophene